C(C)(=O)NC=1SC(=CN1)CN1CCN(CC1)CC(=O)NC1=NC=CN=C1 2-(4-((2-acetamidothiazol-5-yl)methyl)piperazin-1-yl)-N-(pyrazin-2-yl)acetamide